7'-bromo-2',3'-dihydro-4'H-spiro[cyclopropane-1,1'-naphthalen]-4'-one BrC1=CC=C2C(CCC3(C2=C1)CC3)=O